4-((3-amino-6-bromoquinolin-4-yl)amino)-N,N-dimethylbenzamide NC=1C=NC2=CC=C(C=C2C1NC1=CC=C(C(=O)N(C)C)C=C1)Br